2-(1-(allyloxy)cyclopropyl)-4-bromo-1-iodobenzene C(C=C)OC1(CC1)C1=C(C=CC(=C1)Br)I